benzofuran-2-ylmethanamine O1C(=CC2=C1C=CC=C2)CN